O=C1CCNC12C=CC(CC2)=O 1-oxo-4-azaspiro[4.5]Dec-6-en-8-one